2-((5-(3-ethyl-1,2,4-oxadiazol-5-yl)-2-fluorophenyl)amino)-1-(6-fluoro-5-methoxyindolin-1-yl)ethan-1-one C(C)C1=NOC(=N1)C=1C=CC(=C(C1)NCC(=O)N1CCC2=CC(=C(C=C12)F)OC)F